4-amino-3-chloro-5-fluoro-6-(4-(trimethylsilyl)phenyl)-pyridine-2-carboxylic acid methyl ester COC(=O)C1=NC(=C(C(=C1Cl)N)F)C1=CC=C(C=C1)[Si](C)(C)C